O=C1N(N=C2COCCN21)C2=CC(=C(C(=O)N)C=C2)O[C@@H](C)CCC 4-(3-oxo-5,6-dihydro-3H-[1,2,4]triazolo[3,4-c]-[1,4]-oxazin-2(8H)-yl)-2-[(2S)-pentan-2-yloxy]benzamide